COC(=O)C1=CN(C2=NC=CC(=C21)Br)CCF 4-bromo-1-(2-fluoroethyl)pyrrolo[2,3-b]Pyridine-3-carboxylic acid methyl ester